C(C)N1CCN(CC1)CC1=C(C=CC=C1)C(F)(F)F 1-ethyl-4-(2-trifluoromethyl-benzyl)piperazine